C=CC(CCC=CC)O octa-1,6-diene-3-ol